Tetradecyl (2S)-2-(((((2R,3S,5R)-5-(6-amino-2-fluoro-9H-purin-9-yl)-2-ethynyl-3-hydroxytetra-hydrofuran-2-yl)methoxy)-(phenoxy)phosphoryl)-amino)-3-(3,5-difluoro-phenyl)propanoate NC1=C2N=CN(C2=NC(=N1)F)[C@H]1C[C@@H]([C@@](O1)(C#C)COP(=O)(OC1=CC=CC=C1)N[C@H](C(=O)OCCCCCCCCCCCCCC)CC1=CC(=CC(=C1)F)F)O